NC1=C(C=CC(=C1)OC)B(O)O (2-amino-4-methoxyphenyl)boronic acid